ClC1=CC(=C(C=C1)[C@@]1(OC2=C(O1)C=CC=C2C2CCN(CC2)CC2=NC1=C(N2C[C@H]2OCC2)C=CC(=C1F)C(=O)O)C)F ((4-((S)-2-(4-chloro-2-fluorophenyl)-2-methylbenzo[d][1,3]dioxol-4-yl)piperidin-1-yl)methyl)-4-fluoro-1-(((S)-oxetan-2-yl)methyl)-1H-benzo[d]imidazole-5-carboxylic acid